N,N-diethyl-3-{2-[(6-methoxy-1,2,3,4-tetrahydroisoquinolin-7-yl)amino]quinazolin-7-yl}benzene-1-sulfonamide C(C)N(S(=O)(=O)C1=CC(=CC=C1)C1=CC=C2C=NC(=NC2=C1)NC1=C(C=C2CCNCC2=C1)OC)CC